S(=O)(=O)([O-])[O-].[N+3].N.S(=O)(=O)([O-])[O-].S(=O)(=O)([O-])[O-].[N+3] ammonia nitrogen sulfate salt